tert-butyl (6R)-6-methyl-3-(3-methyl-1H-pyrrolo[2,3-b]pyridin-4-yl)-2-[4-(trifluoromethyl)phenyl]-6,7-dihydropyrazolo[1,5-a]pyrazine-5(4H)-carboxylate C[C@H]1N(CC=2N(C1)N=C(C2C2=C1C(=NC=C2)NC=C1C)C1=CC=C(C=C1)C(F)(F)F)C(=O)OC(C)(C)C